(R)-1-((5-fluoro-2-(2-methoxy-7-methylquinoxalin-5-yl)benzo[d]thiazol-6-yl)oxy)propan-2-yl (2-carbamoylpyrimidin-5-yl)carbamate C(N)(=O)C1=NC=C(C=N1)NC(O[C@@H](COC1=CC2=C(N=C(S2)C2=C3N=CC(=NC3=CC(=C2)C)OC)C=C1F)C)=O